tert-butyl 5-[7-methyl-6-[[4-methyl-6-(methylamino)pyrimidin-2-yl]amino]chroman-8-yl]-2,3,4,7-tetrahydroazepine-1-carboxylate CC1=C(C=C2CCCOC2=C1C=1CCCN(CC1)C(=O)OC(C)(C)C)NC1=NC(=CC(=N1)C)NC